(bromomethyl)-N-(2-(5-fluoro-1H-indol-3-yl)ethyl)isoxazole-3-carboxamide BrCC=1C(=NOC1)C(=O)NCCC1=CNC2=CC=C(C=C12)F